pyrannitrile O1C(C=CC=C1)C#N